3-(2-chloro-4-dimethylphosphoryl-phenyl)-1,4-oxazepan ClC1=C(C=CC(=C1)P(=O)(C)C)C1COCCCN1